4-bromo-2-chloro-N-(3-(5-chlorobenzo[d]oxazol-2-yl)-2-methylphenyl)benzamide BrC1=CC(=C(C(=O)NC2=C(C(=CC=C2)C=2OC3=C(N2)C=C(C=C3)Cl)C)C=C1)Cl